N1(CCCCC1)C1CCN(CC1)CC1=CC=C(C=C1)NC(C1=CC=C(C=C1)NC1=C(C=CC=C1F)F)=O N-(4-([1,4'-bipiperidin]-1'-ylmethyl)phenyl)-4-((2,6-difluorophenyl)amino)benzamide